Ethyl (6-(2-fluoro-4-((4-oxo-3,4-dihydrophthalazin-1-yl)methyl)phenyl)-1H-benzoimidazol-2-yl)carbamate FC1=C(C=CC(=C1)CC1=NNC(C2=CC=CC=C12)=O)C=1C=CC2=C(NC(=N2)NC(OCC)=O)C1